N-[(6-Amino-2-pyridyl)sulfonyl]-6-(3-cyanophenyl)-2-(2,4,6-trimethylphenoxy)pyridin-3-carboxamid NC1=CC=CC(=N1)S(=O)(=O)NC(=O)C=1C(=NC(=CC1)C1=CC(=CC=C1)C#N)OC1=C(C=C(C=C1C)C)C